N1=NSN=N1 diazathiadiazole